6-((2-((4aR,8aR)-Hexahydro-2H-pyrido[4,3-b][1,4]oxazin-6(5H)-yl)-1H-benzimidazol-1-yl)methyl)-3-pyridincarbonitril O1[C@H]2[C@H](NCC1)CN(CC2)C2=NC1=C(N2CC2=CC=C(C=N2)C#N)C=CC=C1